FC1(CCN(CC1)CCOC1CN(CC1)C1=NC=NN2C1=CC(=C2)C=2C(=NC(=NC2)OC)OC)F 4-[3-[2-(4,4-difluoro-1-piperidinyl)ethoxy]pyrrolidin-1-yl]-6-(2,4-dimethoxypyrimidin-5-yl)pyrrolo[2,1-f][1,2,4]triazine